1-(4,6-dichloropyrimidin-5-yl)ethanone tert-butyl(6-((4-methoxy-4''-(pentyloxy)-[1,1':4',1''-terphenyl]-2-yl)oxy)hexyl)carbamate C(C)(C)(C)N(C(O)=O)CCCCCCOC1=C(C=CC(=C1)OC)C1=CC=C(C=C1)C1=CC=C(C=C1)OCCCCC.ClC1=NC=NC(=C1C(C)=O)Cl